ClC=1C=C(C=CC1OC1CC1)[C@H]([C@@H](CN1CCCC1)NC(=O)[C@H]1CN(CC1)C1=NC(=CC=C1)C1=CC=C(C=C1)F)O (R)-N-((1R,2R)-1-(3-chloro-4-cyclopropoxyphenyl)-1-hydroxy-3-(pyrrolidin-1-yl)propan-2-yl)-1-(6-(4-fluorophenyl)pyridin-2-yl)pyrrolidine-3-carboxamide